(3R)-3-(1-(1-(1-(2,4-dichlorophenyl)ethyl)-4-ethyl-1H-benzo[d][1,2,3]triazol-6-yl)azetidin-3-yl)-1-methylcyclobutane-1-carboxylic acid ClC1=C(C=CC(=C1)Cl)C(C)N1N=NC2=C1C=C(C=C2CC)N2CC(C2)C2CC(C2)(C(=O)O)C